C(C)(C)[P@@](CCN1CC2=CC=CC=C2C=C1)(C1=CC=CC=C1)=O (S)-isopropyl-(phenyl)(2-(isoquinolin-2-yl)ethyl)phosphorus oxide